C1(CC1)C1=NC2=C(C(N(C=C2C(F)(F)F)C2=NC(=CC(=C2)C2=C(C=C(C=C2)F)C2=NN=CN2C)C2CC2)=O)N1 2-cyclopropyl-5-[6-cyclopropyl-4-[4-fluoro-2-(4-methyl-1,2,4-triazol-3-yl)phenyl]pyridin-2-yl]-7-(trifluoromethyl)-3H-imidazo[4,5-c]pyridin-4-one